(R)-N-((1R,4R)-4-hydroxy-4-(trifluoromethyl)cyclohexyl)-4-(5-(6-methylpyrimidin-4-yl)-1H-pyrazole-3-carbonyl)-4-azaspiro[2.5]Octane-7-carboxamide OC1(CCC(CC1)NC(=O)[C@@H]1CCN(C2(CC2)C1)C(=O)C1=NNC(=C1)C1=NC=NC(=C1)C)C(F)(F)F